N-isopropyl-acrylamid ethyl-(R)-12-(benzyloxy)-11-methoxy-3,3-dimethyl-8-oxo-2,3,8,13b-tetrahydro-1H-pyrido[2,1-a]pyrrolo[1,2-c]phthalazine-7-carboxylate C(C)OC(=O)C=1C(C=C2N(N3[C@@H](C=4C=C(C(=CC24)OC)OCC2=CC=CC=C2)CCC3(C)C)C1)=O.C(C)(C)NC(C=C)=O